COC1=C(C=CC(=C1)N)NC(CC1=CC=CC=C1)=O N-(2-methoxy-4-aminophenyl)phenylacetamide